tertiary amyl-lithium C(C)(C)(CC)[Li]